C=C(C(=O)OC(C1=NN=NN1)C1CC1)CC(=O)O[C@@H](C)CCCCCC 1-(cyclopropyl(1H-tetrazol-5-yl)methyl) 4-((S)-octan-2-yl) 2-methylenesuccinate